4-(2-(cyclohexyl(methyl)amino)ethoxy)-benzamide C1(CCCCC1)N(CCOC1=CC=C(C(=O)N)C=C1)C